OC[C@H](C1=CC=CC=C1)NC1=NC(=NC=C1C=1OC=NN1)NC1=CC=C2C(CC(OC2=C1)(C)C)=O (S)-7-(4-(2-hydroxy-1-phenylethylamino)-5-(1,3,4-oxadiazol-2-yl)pyrimidin-2-ylamino)-2,2-dimethylchroman-4-one